CCCCCCCCCCCC(=O)NCCO The molecule is an N-(long-chain-acyl)ethanolamine resulting from the formal condensation of the carboxy group of dodecanoic acid (myristic acid) with the amino group of ethanolamine. It is a N-(long-chain-acyl)ethanolamine and a N-(saturated fatty acyl)ethanolamine. It derives from a dodecanoic acid.